NCC(=O)N(S(=O)(=O)C)C1=NC(N2C(C3=CC(=C(C=C3CC2)OC)OC)=C1)=O 2-amino-N-(9,10-dimethoxy-4-oxo-6,7-dihydro-4H-pyrimido[6,1-a]isoquinolin-2-yl)-N-methylsulfonylacetamide